2-Methyl-1-tetradecanol CC(CO)CCCCCCCCCCCC